NC1=NC=2C=CC(=CC2C2=C1C=NN2C)C(=O)N(CC2=NC=C(C(=C2)OC(F)F)I)C2CC2 4-amino-N-cyclopropyl-N-((4-(difluoromethoxy)-5-iodopyridin-2-yl)methyl)-1-methyl-1H-pyrazolo[4,3-c]quinoline-8-carboxamide